4-chloro-1,1':2',1''-terphenyl ClC1=CC=C(C=C1)C=1C(=CC=CC1)C1=CC=CC=C1